C1(CCC1)S(=O)(=O)C=1C=C(OC[C@H](CN[C@H]2COC3(C2)CCN(CC3)S(=O)(=O)C=3C=C2C=CC=NC2=CC3)O)C=CC1 (S)-1-(3-(cyclobutylsulfonyl)phenoxy)-3-((R)-8-(quinolin-6-ylsulfonyl)-1-oxa-8-azaspiro[4.5]decan-3-ylamino)propan-2-ol